N-(2-(2-(2H-tetrazol-5-yl)phenyl)-6-(benzyl(propyl)amino)pyridin-4-yl)-2-(1-methyl-1H-indol-3-yl)acetamide N=1NN=NC1C1=C(C=CC=C1)C1=NC(=CC(=C1)NC(CC1=CN(C2=CC=CC=C12)C)=O)N(CCC)CC1=CC=CC=C1